(Nδ-4-methyltrityl)-D-ornithine CC1=CC=C(C(C2=CC=CC=C2)(C2=CC=CC=C2)NCCC[C@@H](N)C(=O)O)C=C1